2-ethyl-N-(2-ethylhexyl)-N-((3-(pyridin-2-yl)-1H-pyrazol-1-yl)methyl)hexane-1-amine C(C)C(CN(CN1N=C(C=C1)C1=NC=CC=C1)CC(CCCC)CC)CCCC